CN(C(=O)C=1N=C(NC1)CN(S(=O)(=O)C=1C=C(C=C2C=NNC12)C)C)C N,N-dimethyl-2-[[methyl-[(5-methyl-1H-indazol-7-yl)sulfonyl]amino]methyl]-1H-imidazole-4-carboxamide